1-fluorohexadecan-8-yl 8-((2-hydroxyethyl)(6-((9-methyldecyl)oxy)-6-oxohexyl)amino)octanoate OCCN(CCCCCCCC(=O)OC(CCCCCCCF)CCCCCCCC)CCCCCC(=O)OCCCCCCCCC(C)C